N-cyclopropyl-3-(difluoromethyl)-5-fluoro-N-(2-isopropylbenzyl)-1-methyl-1H-pyrazole-4-thioamide C1(CC1)N(C(=S)C=1C(=NN(C1F)C)C(F)F)CC1=C(C=CC=C1)C(C)C